(3-methoxy-3-oxo-propanoyl)oxypotassium COC(CC(=O)O[K])=O